4-(DIISOPROPYLCARBAMOYL)PHENYLBORONIC ACID C(C)(C)N(C(=O)C1=CC=C(C=C1)B(O)O)C(C)C